FC1(CN(CC1)C1(C(NC2=C(C=CC=C12)C(F)(F)F)=O)C1=CC=C(C=C1)O)F 3-(3,3-difluoropyrrolidin-1-yl)-3-(4-hydroxyphenyl)-7-(trifluoromethyl)indol-2-one